ClC1=C(C(=NC(=N1)C)NC12CC(C1)(C2)F)N 6-chloro-N4-{3-fluoro-bicyclo[1.1.1]pent-1-yl}-2-methylpyrimidine-4,5-diamine